O1COC2=C1C=CC(=C2)/C=C/C(=O)N(C2=NC=CC=C2)C2=NC=CC=C2 (E)-3-(1,3-benzodioxol-5-yl)-N,N-bis(2-pyridinyl)prop-2-enamide